N-butan-2-yl-7-methyl-6,6a,8,9-tetrahydro-4H-indolo[4,3-fg]quinoline-9-carboxamide CC(CC)NC(=O)C1CN(C2CC=3C4=C(C2=C1)C=CC=C4NC3)C